N-((1-((1,4-dioxan-2-yl)methyl)-7-nitroindol-5-yl)sulfonyl)-2-((1H-pyrrolo[2,3-b]pyridin-5-yl)oxy)-4-(2-((S)-2-(2-isopropylphenyl)pyrrolidin-1-yl)-7-azaspiro[3.5]nonan-7-yl)benzamide O1C(COCC1)CN1C=CC2=CC(=CC(=C12)[N+](=O)[O-])S(=O)(=O)NC(C1=C(C=C(C=C1)N1CCC2(CC(C2)N2[C@@H](CCC2)C2=C(C=CC=C2)C(C)C)CC1)OC=1C=C2C(=NC1)NC=C2)=O